3-(2-chloro-4-pyridyl)-3-methyl-6-(trifluoromethyl)indolin-2-one ClC1=NC=CC(=C1)C1(C(NC2=CC(=CC=C12)C(F)(F)F)=O)C